C(C)(C)(C)OC(=O)N1CC(C[C@H](C1)N1S(CCC1)(=O)=O)(F)F (5R)-5-(1,1-dioxo-1λ6,2-thiazolidine-2-yl)-3,3-difluoropiperidine-1-carboxylic acid tert-butyl ester